COC1=C(C=O)C=CC(=C1)C=O 2-methoxy-terephthalaldehyde